CC1=C(C(=CC(=C1)OC(F)(F)F)C)CCO 2-(2,6-Dimethyl-4-trifluoromethoxyphenyl)ethanol